(3-glycidyloxypropyl)trimethoxysilane C(C1CO1)OCCC[Si](OC)(OC)OC